2-(1-hydroxyethyl)pyridin OC(C)C1=NC=CC=C1